(R)-3-aminopiperidine dihydrochloride Cl.Cl.N[C@H]1CNCCC1